TERT-BUTYLDIPHENYL(((1R,2R)-2-((E)-PROP-1-EN-1-YL)CYCLOPROPYL)METHOXY)SILANE methyl-(2R)-2-(4-{[3-chloro-5-(trifluoromethyl)pyridin-2-yl]oxy}phenoxy)propanoate COC([C@@H](C)OC1=CC=C(C=C1)OC1=NC=C(C=C1Cl)C(F)(F)F)=O.C(C)(C)(C)[Si](OC[C@H]1[C@H](C1)\C=C\C)(C1=CC=CC=C1)C1=CC=CC=C1